NN1C(C(=CC=C1)C=1N=C(SC1C1=NC(=NC=C1)Cl)C(C)(C)C)=O 1-Amino-3-(2-(tert-butyl)-5-(2-chloropyrimidin-4-yl)thiazol-4-yl)pyridin-2(1H)-one